(3S)-3-({5-cyclopentyl-1-[2-(trifluoromethyl)phenyl]-1H-1,2,4-triazol-3-yl}formamido)-5-(3,3-difluoropiperidin-1-yl)-N-methyl-N-(1,3-thiazol-2-yl)pentanamide C1(CCCC1)C1=NC(=NN1C1=C(C=CC=C1)C(F)(F)F)C(=O)N[C@H](CC(=O)N(C=1SC=CN1)C)CCN1CC(CCC1)(F)F